tert-Butyl 3-(7-chloro-8-fluoro-2-((1-(((methylsulfonyl)oxy)methyl)cyclopropyl)methoxy)pyrido[4,3-d]pyrimidin-4-yl)-3,8-diazabicyclo[3.2.1]octane-8-carboxylate ClC1=C(C=2N=C(N=C(C2C=N1)N1CC2CCC(C1)N2C(=O)OC(C)(C)C)OCC2(CC2)COS(=O)(=O)C)F